1-acetonyl-5-formyl-pyrrole-2-carboxylic acid methyl ester COC(=O)C=1N(C(=CC1)C=O)CC(=O)C